CC=1C=CC(=C(C1)O)C1=NN=C(C2=CC=CC=C12)O[C@H]1CN(CCC1)C (R)-5-methyl-2-(4-((1-methylpiperidin-3-yl)oxy)phthalazin-1-yl)phenol